1-(5-((4-(pyridin-3-ylmethyl)piperazin-1-yl)methyl)pyrazolo[1,5-a]pyridin-3-yl)dihydropyrimidine-2,4(1H,3H)-dione N1=CC(=CC=C1)CN1CCN(CC1)CC1=CC=2N(C=C1)N=CC2N2C(NC(CC2)=O)=O